5,6-dihydropyridine-1,4(2H)-dicarboxylate N1(CC=C(CC1)C(=O)[O-])C(=O)[O-]